FC1=C(C(=C(C(=C1F)F)F)F)[B-](C1=C(C(=C(C(=C1F)F)F)F)F)(C1=C(C(=C(C(=C1F)F)F)F)F)C1=C(C(=C(C(=C1F)F)F)F)F.C[NH+](C1=CC=C(C=C1)CCCCCCCCCCCCCCCCCCC)CCCCCCCCCCCCCCCCCC N-methyl-4-nonadecyl-N-octadecyl-anilinium [tetrakis(perfluorophenyl) borate]